C(C)OC1=CC=2N(C=C1NC(=O)N1CCC=3C1=NC=CC3N3C[C@@H](N(CC3)C(=O)OC(C)(C)C)C)N=C(N2)C tert-butyl (S)-4-(1-((7-ethoxy-2-methyl-[1,2,4]triazolo[1,5-a]pyridin-6-yl)carbamoyl)-2,3-dihydro-1H-pyrrolo[2,3-b]pyridin-4-yl)-2-methylpiperazine-1-carboxylate